2,6-dimethylphenoxy(2,4-di-tert-butylcyclopentadiene) titanium dichloride [Cl-].[Cl-].[Ti+2].CC1=C(OC2=C(C=C(C2)C(C)(C)C)C(C)(C)C)C(=CC=C1)C